5-[(2-chloro-5-fluoro-pyrimidin-4-yl)amino]-3-(3-hydroxy-3-methyl-butyl)-1-methyl-benzimidazol-2-one ClC1=NC=C(C(=N1)NC1=CC2=C(N(C(N2CCC(C)(C)O)=O)C)C=C1)F